BrC1=NC=NN1CC=1C=NN(C1)CC1CC1 5-bromo-1-((1-(cyclopropylmethyl)-1H-pyrazol-4-yl)methyl)-1H-1,2,4-triazol